FC(C(=O)O)(F)F.NCC=1C=C(C=CC1)S(=O)(=O)N1C[C@H](C[C@@H](C1)C(F)(F)F)C(=O)N1CCOCC1 trans-(1-((3-(Aminomethyl)phenyl)sulfonyl)-5-(trifluoromethyl)piperidin-3-yl)(morpholino)methanone 2,2,2-trifluoroacetate